1-({(5S,7S)-3-[(1-cyclohexanyl-1H-1,2,3-triazol-4-yl)methyl]-2-oxo-1-oxa-3-azaspiro[4.5]dec-7-yl}methyl)-1H-benzimidazole-6-carbonitrile C1(CCCCC1)N1N=NC(=C1)CN1C(O[C@]2(C1)C[C@H](CCC2)CN2C=NC1=C2C=C(C=C1)C#N)=O